S1C(=NC2=C1C=CC=C2)NC2=C(C1=C(N=N2)N(CCC1)C=1SC(=C(N1)C(=O)O)CCCOC1=C(C=C(C=C1)CCN(C)C)F)C 2-{3-[(1,3-benzothiazol-2-yl)amino]-4-methyl-5H,6H,7H,8H-pyrido[2,3-c]pyridazin-8-yl}-5-(3-{4-[2-(dimethylamino)ethyl]-2-fluorophenoxy}propyl)-1,3-thiazole-4-carboxylic acid